methyl 2-[(4,6-dimethoxypyrimidin-2-yl)carbamoylsulfamoyl]-4-(methanesulfonamidomethyl)benzoate COC1=NC(=NC(=C1)OC)NC(=O)NS(=O)(=O)C1=C(C(=O)OC)C=CC(=C1)CNS(=O)(=O)C